C(C1=CC=CC=C1)OC=1C=CC(=C2C=CC(NC12)=O)C1OC1 8-benzyloxy-5-(R)-oxiranyl-1H-quinolin-2-one